C(CC/C=C\\C/C=C\\C/C=C\\C/C=C\\CCCC(=O)[O-])CCO The molecule is an omega-hydroxy fatty acid anion that is the conjugate base of omega-hydroxyarachdonic acid (20-HETE), obtained by deprotonation of the carboxy group; major species at pH 7.3. It is an omega-hydroxy fatty acid anion, a polyunsaturated fatty acid anion and a long-chain fatty acid anion. It derives from an arachidonate. It is a conjugate base of a 20-HETE.